BrC1=C(C(=NC=C1)NN)CO[Si](C)(C)C(C)(C)C 4-Bromo-3-(((tert-butyldimethylsilyl)oxy)methyl)-2-hydrazineylpyridine